N-(3-(5-(pyrrolidin-1-yl)-1H-benzo[d]imidazol-2-yl)-1H-pyrazol-4-yl)-7H-pyrrolo[2,3-d]pyrimidin-4-amine N1(CCCC1)C1=CC2=C(NC(=N2)C2=NNC=C2NC=2C3=C(N=CN2)NC=C3)C=C1